3-[2-(6-chloro-1-ethyl-2-methyl-1,3-benzodiazol-5-yl)ethynyl]-1-[(3s,5r)-5-(methoxymethyl)-1-(prop-2-enoyl)pyrrolidin-3-yl]-5-(methylamino)pyrazole-4-carboxamide ClC=1C(=CC2=C(N(C(=N2)C)CC)C1)C#CC1=NN(C(=C1C(=O)N)NC)[C@@H]1CN([C@H](C1)COC)C(C=C)=O